C(C)N1N=CC(=C1)C1=NN2C(NC=3C=CC=CC3C2=N1)=O 2-(1-Ethyl-1H-pyrazol-4-yl)[1,2,4]triazolo[1,5-c]quinazolin-5(6H)-one